(3,5-Diethylthiophen-2-yl)carbamic acid tert-butyl ester C(C)(C)(C)OC(NC=1SC(=CC1CC)CC)=O